C(CC)(=O)[O-].[Sn+4].C(CC)(=O)[O-].C(CC)(=O)[O-].C(CC)(=O)[O-] tin propionate